CC=1C(=NC(=CN1)C1=CN=CN1C)C(=O)N 3-methyl-6-(1-methyl-1H-imidazol-5-yl)pyrazine-2-carboxamide